COC1=CC=C(C=C1)/C=C/C=C/C(=O)OC methyl (2E,4E)-5-(4-methoxyphenyl)penta-2,4-dienoate